4-(cyclodecyloxy)cyclohexanone C1(CCCCCCCCC1)OC1CCC(CC1)=O